3-(1h-pyrazol-1-yl)propionic acid N1(N=CC=C1)CCC(=O)O